5',6'-dihydro-[2,4'-bipyridine]-1'(2'H)-carboxylic acid tert-butyl ester C(C)(C)(C)OC(=O)N1CC=C(CC1)C1=NC=CC=C1